ClC1=C(C=C(C=C1C)CC[C@@H](C(=O)O)NC(=O)OCC1C2=CC=CC=C2C=2C=CC=CC12)C (2S)-4-(4-chloro-3,5-dimethyl-phenyl)-2-(9H-fluoren-9-ylmethoxycarbonyl-amino)-butyric acid